(2R or S)-N-{4-[7-{[(2R)-1,4-dioxan-2-yl]methoxy}-5-fluoro-3-(pyridin-2-yl)-1H-pyrrolo[3,2-b]pyridin-2-yl]pyridin-2-yl}-4,4-difluoro-2-(4-fluorophenyl)butanamide O1[C@H](COCC1)COC1=C2C(=NC(=C1)F)C(=C(N2)C2=CC(=NC=C2)NC([C@H](CC(F)F)C2=CC=C(C=C2)F)=O)C2=NC=CC=C2 |o1:26|